ClC1=C(C=CC=C1C=1C=NC(=CC1)CN1C(N=CC=C1)=O)C1C(NC(CC1)=O)=O 3-(2-chloro-3-(6-((2-oxopyrimidin-1(2H)-yl)methyl)pyridin-3-yl)phenyl)piperidine-2,6-dione